COC1=C(C=CC(=C1)N1OC=CC(C1)=C)O 2-methoxy-4-(4-methyleneoxazin-2-yl)phenol